methyl (S)-3-(8-(4-methoxy-1-methyl-2-oxo-1,2-dihydroquinolin-3-yl)imidazo[1,2-a]pyridin-5-yl)-2-(tritylamino)propanoate COC1=C(C(N(C2=CC=CC=C12)C)=O)C=1C=2N(C(=CC1)C[C@@H](C(=O)OC)NC(C1=CC=CC=C1)(C1=CC=CC=C1)C1=CC=CC=C1)C=CN2